O1C(=CC2=C1C=CC=C2)C2=CC=C(C=C2)N(C2=CC=C(C=C2)C=2C=CC1=C(OC3=C1C=CC=C3)C2)C2=CC=C(C=C2)C=2OC3=C(N2)C=CC=C3 (4-benzofuran-2-yl-phenyl)-(4-benzoxazol-2-yl-phenyl)-(4-dibenzofuran-3-yl-phenyl)amine